2-(3-([1,1'-biphenyl]-3-yl)-5-cyclopropyl-4-(2-fluoro-4-sulfamoylbenzyl)-1H-pyrazol-1-yl)thiazole-4-carboxylic acid C1(=CC(=CC=C1)C1=NN(C(=C1CC1=C(C=C(C=C1)S(N)(=O)=O)F)C1CC1)C=1SC=C(N1)C(=O)O)C1=CC=CC=C1